N-(3,5-dichlorophenyl)-4-(pyridin-2-yl)-[2,4'-bithiazole]-2'-amine ClC=1C=C(C=C(C1)Cl)NC=1SC=C(N1)C=1SC=C(N1)C1=NC=CC=C1